FC(S(=O)(=O)OC=1C(=C2CCC(C2=CC1C)N(C)C(=O)OC(C)(C)C)F)(F)F (tert-Butoxycarbonyl (methyl) amino)-4-fluoro-6-methyl-2,3-dihydro-1H-inden-5-yl trifluoromethanesulfonate